C(CCCCCCCCC)C1OC(C2OC(C(C21)=C)=O)=O 4-decyl-3-methylenedihydrofuro[3,4-b]furan-2,6(3H,4H)-dione